4-[[8-Cyclopentyl-6-(difluoromethyl)-7-oxo-pyrido[2,3-d]pyrimidin-2-yl]amino]-3-methyl-benzenesulfonyl chloride C1(CCCC1)N1C(C(=CC2=C1N=C(N=C2)NC2=C(C=C(C=C2)S(=O)(=O)Cl)C)C(F)F)=O